C[Si](OC1=CC(OC2=CC=CC=C12)=O)(C)C 4-Trimethylsiloxycumarin